CC1=C(C=C(C=2C(C(=C(OC12)C1=CC(O)=C(O)C=C1)O)=O)O)O 8-C-Methyl-Quercetin